C(#C)C1=C(C=CC=C1)C(C)=O 1-(2-ethynylphenyl)ethan-1-one